N-[(1R)-1-[2-(difluoromethoxy)pyridin-4-yl]-2-hydroxyethyl]carbamic acid tert-butyl ester C(C)(C)(C)OC(N[C@@H](CO)C1=CC(=NC=C1)OC(F)F)=O